3-methyl-3-sulfanylhexan-1-ol CC(CCO)(CCC)S